C(C)N1C([C@@]2(C3=CC(=CC=C13)OC)[C@@H](C2)C2=CC=C1C=NNC1=C2)=O (1r,2s)-1'-ethyl-2-(1H-indazol-6-yl)-5'-methoxyspiro[cyclopropan-1,3'-indol]-2'-one